O=C1CCC2=CC=C(C=C12)NC(C)=O N-(3-oxo-2,3-dihydro-1H-inden-5-yl)acetamide